F[C@H]1CN(CC[C@@H]1NC1=NN2C(C(=N1)OC[2H])=C(C=C2)C=2C=CC1=C(N(N=N1)CC(F)(F)F)C2)C2COC2 N-((3S,4S)-3-fluoro-1-(oxetan-3-yl)piperidin-4-yl)-4-(methoxy-d)-5-(1-(2,2,2-trifluoroethyl)-1H-benzo[d][1,2,3]triazol-6-yl)pyrrolo[2,1-f][1,2,4]triazin-2-amine